4-(1-(2,6-Difluoro-4-((isopropylamino)methyl)phenyl)-1H-imidazol-4-yl)-N-((3R,4R)-3-fluoro-1-(methylsulfonyl)piperidin-4-yl)-5-(trifluoromethyl)pyrimidin-2-amine FC1=C(C(=CC(=C1)CNC(C)C)F)N1C=NC(=C1)C1=NC(=NC=C1C(F)(F)F)N[C@H]1[C@@H](CN(CC1)S(=O)(=O)C)F